C(C1=CC=CC=C1)N1CC2C(C(C(C1)C2)C#N)=O 3-benzyl-7-oxo-3-azabicyclo[3.2.1]octane-6-carbonitrile